tris(diethyl-n-propylamidino)yttrium C(C)N=C(N(CCC)CC)[Y](C(N(CC)CCC)=NCC)C(N(CC)CCC)=NCC